ClC1=NC=CC(=C1)C1=CC=2C(N(CCC2N1)C)=O 2-(2-chloropyridin-4-yl)-5-methyl-1,5,6,7-tetrahydro-4H-pyrrolo[3,2-c]pyridin-4-one